FC(OC1CCC2=CC(=CC=C12)B1OC(C(O1)(C)C)(C)C)F 2-[1-(difluoromethoxy)-2,3-dihydro-1H-inden-5-yl]-4,4,5,5-tetramethyl-1,3,2-dioxaborolane